Methyl 2-(bromomethyl)-3,4-dichlorobenzoate BrCC1=C(C(=O)OC)C=CC(=C1Cl)Cl